OC1CC2(CCC(N2C1)=O)C(=O)OCC ethyl 2-hydroxy-5-oxotetrahydro-1H-pyrrolizine-7a(5H)-carboxylate